ClC=1C=C(CN(C([O-])=O)[C@H](C(=O)NC(CC2C(NC3(CCC3)C2)=O)C(C(=O)NC2CC2)=O)CC2CCCCC2)C=CC1 3-chlorobenzyl((2S)-3-cyclohexyl-1-((4-(cyclopropylamino)-3,4-dioxo-1-(6-oxo-5-azaspiro[3.4]octan-7-yl)butan-2-yl)amino)-1-oxopropan-2-yl)carbamate